C(C)(=O)C1=NN(C2=CC=C(C=C12)C=1C=NC(=NC1)C)CC(=O)N1[C@@H]2CC[C@H]([C@H]1C(=O)NC1=NC(=CC=C1)Br)C2 (1R,3S,4S)-2-(2-(3-acetyl-5-(2-methylpyrimidin-5-yl)-1H-indazol-1-yl)acetyl)-N-(6-bromopyridin-2-yl)-2-azabicyclo[2.2.1]heptane-3-carboxamide